C(C)C1=CC=C(C=C1)CC1=CC=C2COC3(OC(C(C(C3O)O)O)CO)C2=C1 6-((4-ethylphenyl)methyl)-3',4',5',6'-tetrahydro-6'-(hydroxymethyl)spiro(isobenzofuran-1(3H),2'-(2H)pyran)-3',4',5'-triol